C(C)(C)(C)NC(CN(C)C=1C2=C(N=C(N1)C1=NC=CC(=C1)OC[C@@H](C(C)C)O)CCC2)=O N-tert-butyl-2-[(2-{4-[(2R)-2-hydroxy-3-methylbutoxy]pyridin-2-yl}-5H,6H,7H-cyclopenta[d]pyrimidin-4-yl)(methyl)amino]acetamide